N-(3-((R)-N-(D-alanyl)-S-methylsulfonimidoyl)phenyl)-5-chloro-2-((6-fluoro-2-methylpyridin-3-yl)oxy)-4-(trifluoromethyl)benzamide N[C@H](C)C(=O)N=[S@@](=O)(C)C=1C=C(C=CC1)NC(C1=C(C=C(C(=C1)Cl)C(F)(F)F)OC=1C(=NC(=CC1)F)C)=O